ClC=1C=C(C(=O)NC2=CC(=C(C=C2)C)N2N=CC(=C2)C2=CSC3=C2N=CN=C3NCC3=C(C=C(C=C3)OC)OC)C=CC1 3-chloro-N-(3-(4-(4-((2,4-dimethoxybenzyl)amino)thieno[3,2-d]pyrimidin-7-yl)-1H-pyrazol-1-yl)-4-methylphenyl)benzamide